1-[[2-hydroxy-1-naphthyl]-phenyl-methyl]-2-hydroxy-naphthalene OC1=C(C2=CC=CC=C2C=C1)C(C1=C(C=CC2=CC=CC=C12)O)C1=CC=CC=C1